N1=CC(=CC(=C1)COC=1C=C(C(=O)OC)C=CC1C)C=1C=NC=CC1 methyl 3-[([3,3'-bipyridyl]-5-yl) methoxy]-4-methylbenzoate